OC=1C=C2CC[C@@H]([C@@H](C2=CC1)C1=CC=C(C=C1)N1CCC(CC1)CN1CCN(CC1)C=1C=C2CN(C(C2=CC1)=O)[C@H]1C(NC(CC1)=O)=O)CC(C)C (R)-3-(5-(4-((1-(4-((1R,2R)-6-Hydroxy-2-isobutyl-1,2,3,4-tetrahydronaphthalen-1-yl)phenyl)piperidin-4-yl)methyl)piperazin-1-yl)-1-oxoisoindolin-2-yl)piperidine-2,6-dione